NC1=NC=CC=C1C1=NC=2C(=NC(=CC2)C2=CC=CC=C2)N1C1=CC=C(C=C1)C1CCN(CC1)CC1=CC=C(C(=O)O)C=C1 4-((4-(4-(2-(2-aminopyridin-3-yl)-5-phenyl-3H-imidazo[4,5-b]pyridin-3-yl)phenyl)piperidin-1-yl)methyl)benzoic acid